The molecule is trianion of N(5)-formyl-5,6,7,8-tetrahydromethanopterin arising from deprotonation of the carboxy and phosphate groups; major species at pH 7.3. It is a dicarboxylic acid dianion and an organophosphate oxoanion. It is a conjugate base of a N(5)-formyl-5,6,7,8-tetrahydromethanopterin. C[C@H]1C(N(C2=C(N1)N=C(NC2=O)N)C=O)[C@@H](C)NC3=CC=C(C=C3)C[C@@H]([C@@H]([C@@H](CO[C@@H]4[C@@H]([C@@H]([C@H](O4)COP(=O)([O-])O[C@@H](CCC(=O)[O-])C(=O)[O-])O)O)O)O)O